alpha-terpinene-maleic anhydride C(C1=CC=C(C(C)C)CC1)/C/1=C/C(=O)OC1=O